CN1N=CC(=C1)C=1N=CC=2N(C1)N=CC2C(=O)NC=2C(=NC=C(C2)NC(CC2N(C(CC2)C)CCC)=O)C 6-(1-methyl-1H-pyrazol-4-yl)-N-(2-methyl-5-(2-(5-methyl-1-propylpyrrolidin-2-yl)acetamido)pyridin-3-yl)pyrazolo[1,5-a]pyrazine-3-carboxamide